Copper (II) pyrophosphate hydrate O.[O-]P([O-])(=O)OP(=O)([O-])[O-].[Cu+2].[Cu+2]